2-[6-[6-(2,6-diazaspiro[3.3]heptan-2-yl)-3-pyridinyl]-4-fluoro-indazol-2-yl]-2-(6,7-dihydro-5H-pyrrolo[1,2-c]imidazol-1-yl)-N-thiazol-2-yl-acetamide trifluoroacetate FC(C(=O)O)(F)F.C1N(CC12CNC2)C2=CC=C(C=N2)C=2C=C(C1=CN(N=C1C2)C(C(=O)NC=2SC=CN2)C2=C1N(C=N2)CCC1)F